N[C@](COC1=C(C#N)C=C(C=C1)C1=CC=NC2=CC=CN=C12)(CC(C)C)C (S)-2-((2-amino-2,4-dimethylpentyl)oxy)-5-(1,5-naphthyridin-4-yl)benzonitrile